4-Methoxy-5-nitroisoindolin-1-one COC1=C2CNC(C2=CC=C1[N+](=O)[O-])=O